C(C)(C)(C)OC(=O)N1CC(=CC1)OS(=O)(=O)C(F)(F)F 3-(trifluoromethanesulfonyloxy)-2,5-dihydropyrrole-1-carboxylic acid tert-butyl ester